[4-(hydroxymethyl)pyridin-2-yl](4-methoxybenzyl)carbamic acid tert-butyl ester C(C)(C)(C)OC(N(CC1=CC=C(C=C1)OC)C1=NC=CC(=C1)CO)=O